CC12C(CC(C=C1)(O2)C)C#N 1,4-DIMETHYL-7-OXABICYCLO[2.2.1]HEPT-5-ENE-2-CARBONITRILE